C12CN(CC2C1)C(=O)NC(C(=O)O)CCN(CCCCC1=NC=2NCCCC2C=C1)CCOC1=CC=CC=C1 2-[[3-azabicyclo[3.1.0]hexane-3-carbonyl]amino]-4-[2-phenoxyethyl-[4-(5,6,7,8-tetrahydro-1,8-naphthyridin-2-yl)butyl]amino]butanoic acid